(R)-5-amino-N-(7-chloroisochroman-4-yl)-N-ethyl-6,8-dihydro-1H-furo[3,4-d]pyrrolo[3,2-b]pyridine-2-carboxamide NC1=C2C(=C3C(=N1)C=C(N3)C(=O)N(CC)[C@H]3COCC1=CC(=CC=C31)Cl)COC2